CSC1=C(C=CC=C1)P(N(P(C1=CC=C(C=C1)[Si](CCCC)(CCCC)CCCC)C1=CC=C(C=C1)[Si](CCCC)(CCCC)CCCC)C1=CC=CC=C1)C1=C(C=CC=C1)SC N-(bis(2-(methylthio)phenyl)phosphaneyl)-N-phenyl-1,1-bis(4-(tributylsilyl)phenyl)phosphanamine